FC1(CC1)C1=NC2=CC=C(C=C2C(=N1)N1CCC(CC1)C1=C(C=CC=C1)OCCF)N(CCO)C 2-[(2-(1-Fluoro-cyclopropyl)-4-{4-[2-(2-fluoro-ethoxy)-phenyl]-piperidin-1-yl}-quinazolin-6-yl)-methyl-amino]-ethanol